3-(difluoromethoxy)-5-[(3'R)-6,7-dihydrospiro[pyrazolo[5,1-c][1,4]oxazine-4,3'-pyrrolidin]-2-yl]pyridin-2-amine FC(OC=1C(=NC=C(C1)C1=NN2C(=C1)[C@@]1(CNCC1)OCC2)N)F